ClC=1C(=C(C=CC1)C(CC(=O)O)(F)F)F 3-chloro-β,β,2-trifluoro-benzenepropanoic acid